ClC=1C=C(CNCCCNC)C=C(C1OCC1=CC=C(C=C1)F)OC N-{3-chloro-4-[(4-fluorobenzyl)oxy]-5-methoxybenzyl}-N-[3-(methylamino)propyl]amine